C(C)(C)(C)OC(=O)N1C[C@@H]2C([C@@H]2C1)CO.C(C)N1N=C(C=C1C=1C=CC(=NC1)C)C(F)(F)F 5-(1-ethyl-3-(trifluoromethyl)-1H-pyrazol-5-yl)picoline tert-butyl-(1s,5r,6s)-6-(hydroxymethyl)-3-azabicyclo[3.1.0]hexane-3-carboxylate